2,5,6-trifluorophenol FC1=C(C(=C(C=C1)F)F)O